(R)-2-((dimethylaminothioformyl)thio)-2-phenylacetic acid ethyl ester C(C)OC([C@@H](C1=CC=CC=C1)SC(=S)N(C)C)=O